SC=1C(=C2C(=C(C3=C(C(=C4C(=C(C5=CC=C6C=CC1C1=C2C3=C4C5=C16)Br)Br)[Si](Cl)(Cl)Cl)[Si](Cl)(Cl)Cl)S)S)S tetramercapto-bis(trichlorosilyl)dibromocoronene